C1(=CC=CC=C1)S(=O)(=O)[O-].[Ca+2].C1(=CC=CC=C1)S(=O)(=O)[O-] Calcium Phenylsulfonat